[Mn].[Sr].[Gd].ClC=1C(=NC(=NC1)NC1CCOCC1)C1=CC=C2CN(C(C2=C1)=O)CC(=O)NC(C)C1=CC=C(C=C1)N1C=NC=C1 2-(6-{5-chloro-2-[(oxan-4-yl)amino]pyrimidin-4-yl}-1-oxo-2,3-dihydro-1H-isoindol-2-yl)-N-{1-[4-(1H-imidazol-1-yl)phenyl]ethyl}acetamide gadolinium-strontium-manganese